C(C=C)(=O)NC1=C(C(=O)NC2=CC(=NN2)CCC2=CC(=CC(=C2)OC)OC)C=CC=C1 2-acrylamido-N-(3-(3,5-dimethoxyphenethyl)-1H-pyrazol-5-yl)benzamide